benzimidazole-4-carboxamide N1=CNC2=C1C=CC=C2C(=O)N